ClC=1C(=C(C(=CC1N1CC(CC1)(C1CN(C1)C)OC)F)S(=O)(=O)N(C1=NC(=CC=C1)F)CC1=C(C=C(C=C1)OC)OC)F 3-chloro-N-[(2,4-dimethoxyphenyl)methyl]-2,6-difluoro-N-(6-fluoro-2-pyridyl)-4-[3-methoxy-3-(1-methylazetidin-3-yl)pyrrolidin-1-yl]benzenesulfonamide